NC1=C(C=CC(=C1)Br)C1=CC(=CC(=C1)C(=O)NCCC)C1=CC=C(C=C1)S(N)(=O)=O amino-4-bromo-N-propyl-4''-sulfamoyl-[1,1':3',1''-terphenyl]-5'-carboxamide